FC=1C=C2C=CC=3N=C(SC3C2=CC1)NC(=O)[C@@H]1N(CC1)C(=O)OC(C)(C)C Tert-butyl (R)-2-((7-fluoronaphtho[2,1-d]thiazol-2-yl)carbamoyl)azetidine-1-carboxylate